C(OC(CS(=O)(=O)C1=C(C=C(C=C1)F)C(F)(F)F)CCCCCN=[N+]=[N-])(ON1C(CCC1=O)=O)=O 7-Azido-1-((4-fluoro-2-(trifluoromethyl)phenyl)sulfonyl)heptan-2-yl (2,5-dioxopyrrolidin-1-yl) carbonate